O1CCN(CC1)CC(NC1=CC=C(C=C1)OC1CC(C1)N1CCCCC1)=S 2-morpholino-N-(4-(3-(piperidin-1-yl)cyclobutoxy)phenyl)ethanethioamide